N-((1-fluorocyclohexyl)methyl)-5-(3-isopropyl-2-methyl-3H-imidazo[4,5-b]pyridin-5-yl)-7H-pyrrolo[2,3-d]pyrimidin-2-amine FC1(CCCCC1)CNC=1N=CC2=C(N1)NC=C2C2=CC=C1C(=N2)N(C(=N1)C)C(C)C